(S)-quinuclidin-3-yl (5-(4-fluoro-2-methylphenyl)-2,2-dimethyl-2,3-dihydro-1H-inden-1-yl)carbamate FC1=CC(=C(C=C1)C=1C=C2CC(C(C2=CC1)NC(O[C@@H]1CN2CCC1CC2)=O)(C)C)C